(S)-4-(cyclopentylmethoxy)-5-cyclopropyl-2-fluoro-N-((4-(pyrrolidin-3-yloxy)piperidin-1-yl)sulfonyl)benzamide C1(CCCC1)COC1=CC(=C(C(=O)NS(=O)(=O)N2CCC(CC2)O[C@@H]2CNCC2)C=C1C1CC1)F